C[Si](CCOCN1N=CC(=C1)C(=C)C1CCN(CC1)C(=O)OCC1=CC=CC=C1)(C)C Benzyl 4-[1-[1-(2-trimethylsilylethoxymethyl)pyrazol-4-yl]vinyl]piperidine-1-carboxylate